4-(2-(4-(2-acetyl-5-chlorophenyl)-5-methoxy-2-oxopyridin-1(2H)-yl)-4-(tert-butoxy)butyrylamino)benzoic acid C(C)(=O)C1=C(C=C(C=C1)Cl)C1=CC(N(C=C1OC)C(C(=O)NC1=CC=C(C(=O)O)C=C1)CCOC(C)(C)C)=O